ammonium [2-amino-4-[[1-(trifluoromethyl) cyclopropyl] methylcarbamoyl] phenyl] formate C(=O)OC1=C(C=C(C=C1)C(NCC1(CC1)C(F)(F)F)=O)N.[NH4+]